[Na+].C(C)(C)N1C(N(CCC1)C1=NC=2N(C(=C1)C)C=NC2C(=O)[O-])=O 2-(3-iso-propyl-2-oxotetrahydropyrimidin-1(2H)-yl)-4-methylimidazo[1,5-a]pyrimidine-8-carboxylic acid sodium salt